O=C1C2(C=3C(=NC=CC3)N1)CC1=C(OC(=C1)C(=O)OCC)C2 ethyl 2'-oxo-1',2',4,6-tetrahydrospiro[cyclopenta[b]furan-5,3'-pyrrolo[2,3-b]pyridine]-2-carboxylate